[B-](F)(F)(F)F.C1CC2=NN(C=[N+]2C1)C3=C(C(=C(C(=C3F)F)F)F)F 6,7-dihydro-2-pentafluorophenyl-5H-pyrrolo[2,1-C]-1,2,4-triazolium tetrafluoroborate